NC1=NC(N(C=C1)[C@H]1O[C@]([C@H](C1)O)(C=C)CO)=O 4-amino-1-((2S,4S,5R)-4-hydroxy-5-(hydroxymethyl)-5-vinyltetrahydrofuran-2-yl)pyrimidin-2(1H)-one